N6-(1-ethylpropyl)-N8-(2-pyridylmethyl)-[1,2,4]triazolo[4,3-b]pyridazine-6,8-diamine C(C)C(CC)NC=1C=C(C=2N(N1)C=NN2)NCC2=NC=CC=C2